C(C)[C@]1(O)[C@H](OC(C)=O)[C@@H](OC(C)=O)[C@H](OC(C)=O)[C@H](O1)CO ethyl-2,3,4-tri-O-acetyl-beta-D-glucopyranose